(2S,5R)-tert-butyl 5-methyl-2-phenyl-4-pivaloylpiperazine-1-carboxylate C[C@H]1N(C[C@@H](N(C1)C(=O)OC(C)(C)C)C1=CC=CC=C1)C(C(C)(C)C)=O